2,3-dichloro-1,1,1-trifluoropropane ClC(C(F)(F)F)CCl